tert-Butyl 3-(7-bromo-5-isopropylbenzo[d]oxazol-2-yl)-3,6-diazabicyclo[3.1.1]heptane-6-carboxylate BrC1=CC(=CC=2N=C(OC21)N2CC1N(C(C2)C1)C(=O)OC(C)(C)C)C(C)C